FC1=CC(=CC=2N(C(=NC21)C)C(C)C)C2=CNC1=NC=C(C=C12)CN1CCN(CC1)C 4-fluoro-1-isopropyl-2-methyl-6-(5-((4-methylpiperazin-1-yl)methyl)-1H-pyrrolo[2,3-b]pyridin-3-yl)-1H-benzo[d]imidazole